Copper Oxychloride Copper Hydroxide [Cu](O)O.O(Cl)Cl.[Cu]